Cl.N[C@H](C(=O)OCC#N)C1=CC=CC=C1 (S)-Cyanomethyl 2-amino-2-phenylacetate hydrochloride